CN(CCOC1=CC=C(C=C1)CC(=O)NCC=1SC=C2C1CN(C2=O)C2C(NC(CC2)=O)=O)C 2-(4-(2-(dimethylamino)ethoxy)phenyl)-N-((5-(2,6-dioxopiperidin-3-yl)-4-oxo-5,6-dihydro-4H-thieno[3,4-c]pyrrol-1-yl)methyl)acetamide